C(C)(C)C(C(CCC)C(=O)O)(CCCC)CCC(C)C 2-isopropyl-2-isopentyl-1,3-dipropyl-carboxypropane